(3-t-butyl-2-hydroxy-5-methylbenzyl)-4-methylphenylacrylate C(C)(C)(C)C=1C(=C(CC=C(C(=O)[O-])C2=CC=C(C=C2)C)C=C(C1)C)O